D-3-fluoro-7-hydroxy-4-methyl-2-(tetrahydro-2H-pyran-2-yl)-2,4-dihydro-5H-pyrazolo[4,3-b]pyridin-5-one FC=1N(N=C2C1N(C(C=C2O)=O)C)C2OCCCC2